3-glycidoxypropyltrihydroxysilane C(C1CO1)OCCC[Si](O)(O)O